BrC=1C=C2N=CCN(C2=CC1)C 6-bromo-1-methylquinoxaline